6-bromo-2,2':6',2''-terpyridine BrC1=CC=CC(=N1)C1=NC(=CC=C1)C1=NC=CC=C1